(2R)-1-chloro-3-[(2,4-dimethoxyphenyl)methylamino]propan-2-ol ClC[C@@H](CNCC1=C(C=C(C=C1)OC)OC)O